6-(1,2,3,6-tetrahydropyridin-4-yl)[1,3]thiazolo[4,5-c]pyridin N1CCC(=CC1)C1=CC2=C(C=N1)N=CS2